BrC1=CC=CC(=N1)C=1CC(N(CC1)C(=O)OC(C)(C)C)C tert-butyl 6-bromo-2'-methyl-3',6'-dihydro-[2,4'-bipyridine]-1'(2'H)-carboxylate